BrC1=C(C=CC=C1)C(CC1=C(C=NN1C)Cl)NC(C(F)(F)F)=O N-(1-(2-bromophenyl)-2-(4-chloro-1-methyl-1H-pyrazol-5-yl)ethyl)-2,2,2-trifluoroacetamide